N-(4-fluoro-5-formylthiazol-2-yl)acetamide FC=1N=C(SC1C=O)NC(C)=O